3-(3-(4-methoxybenzamido)benzylidene)-2-oxoindoline-5-carboxylic acid COC1=CC=C(C(=O)NC=2C=C(C=C3C(NC4=CC=C(C=C34)C(=O)O)=O)C=CC2)C=C1